1H-imidazol-1-yl (2-methyl-3-furyl) ketone CC=1OC=CC1C(=O)N1C=NC=C1